CO[Si](CCCNCCC[Si](OC)(OC)OC)(OC)OC Bis[γ-(trimethoxysilyl)propyl]amine